CN1[C@@H](CCC1)COC1=NC2=C3C(=CC=C2C(=N1)N1CCN(CC1)C(C=C)=O)N(C=C3)C3=CC=C(C=C3)C(F)(F)F (S)-1-(4-(2-((1-methylpyrrolidin-2-yl)methoxy)-7-(4-(trifluoromethyl)phenyl)-7H-pyrrolo[2,3-H]quinazolin-4-yl)piperazin-1-yl)prop-2-en-1-one